CC=1C2=C(N=C(N1)C(=O)OC[C@H](C1=NC=C(C(=C1)Br)Cl)N)C(OC2)(C(F)(F)F)C (S)-2-amino-2-(4-bromo-5-chloropyridin-2-yl)ethan-1-ol methyl-7-methyl-7-(trifluoromethyl)-5H-furo[3,4-d]pyrimidine-2-carboxylate